C(C)S(=O)(=O)C=1C(=NC=C(C1)C1=CC=C(C=C1)F)C1=NC=2N(C=C1)N=C(C2)C(F)(F)F 5-(3-(ethylsulfonyl)-5-(4-fluorophenyl)pyridin-2-yl)-2-(trifluoromethyl)pyrazolo[1,5-a]pyrimidine